FC=1C=C(C=CC1N1CCN(CC1)C)C1=C2C(=C(C(N(C2=CC=C1)CC(C)C)=O)C(=O)N)O (3-fluoro-4-(4-methylpiperazin-1-yl)phenyl)-4-hydroxy-1-isobutyl-2-oxo-1,2-dihydroquinoline-3-carboxamide